(2S)-1-[2-[(3S)-3-[(6-methoxy-5-quinolinyl)amino]pyrrolidin-1-yl]acetyl]pyrrolidine-2-carbonitrile COC=1C(=C2C=CC=NC2=CC1)N[C@@H]1CN(CC1)CC(=O)N1[C@@H](CCC1)C#N